(butyldimethylsilyl)phosphonium C(CCC)[Si](C)(C)[PH3+]